Cl.CN1N=C2C=3N(CCCC2=C1)N=C1C3CNCC1 2-Methyl-2,4,5,6,9,10,11,12-octahydropyrazolo[3,4-c]pyrido[4',3':3,4]pyrazolo[1,5-a]azepine Hydrochloride